6-cyclopropylnicotinic acid C1(CC1)C1=NC=C(C(=O)O)C=C1